FCC(CF)NC1=NN2C=NC(=C(C2=N1)OCC(F)(F)F)C=1C(=NNC1)C N-(1,3-Difluoropropan-2-yl)-7-(3-methyl-1H-pyrazol-4-yl)-8-(2,2,2-trifluoroethoxy)-[1,2,4]triazolo[1,5-c]pyrimidin-2-amine